CN1C(C2=C(C(=C1)C=1C=C3C=CC(=NC3=CC1)C1=CC=C(C=C1)OCCN1CC(NCC1)=O)C=CN2S(=O)(=O)C2=CC=C(C)C=C2)=O 6-methyl-4-{2-[4-(2-(3-oxopiperazin-1-yl)ethoxy)phenyl]quinolin-6-yl}-1-tosyl-1H-pyrrolo[2,3-c]pyridin-7(6H)-one